1-(2-phenylethyl)-4-piperidone C1(=CC=CC=C1)CCN1CCC(CC1)=O